C(=O)O.C(C)N(CCCNC(=O)C1=CC2=C(N3C(S2)=NC(=C3)C3=CC=C(C=C3)CN3CCCC3)C=C1)CC.C(C)N(CC)CCCNC(=O)C1=CC3=C(N2C(S3)=NC(=C2)C2=CC=C(C=C2)CN2CCCC2)C=C1 N-(3-(diethylamino)propyl)-2-(4-(pyrrolidin-1-ylmethyl)phenyl)benzo[d]imidazo[2,1-b]thiazole-7-carboxamide hemi-formate